C(C)(C)(C)OC(=O)N[C@H](C(=O)OC)CN1N=NC=C1 Methyl (S)-2-((tert-butoxycarbonyl)amino)-3-(1H-1,2,3-triazol-1-yl)propanoate